(2,2,4-trifluorophenyl) borate B(OC1C(C=C(C=C1)F)(F)F)([O-])[O-]